oxaOxazoline O1ON=CC1